N-(2-(1H-indol-3-yl)ethyl)-5-(2-(((tert-butyldimethylsilyl)oxy)methyl)thiazol-5-yl)thiazolo[5,4-d]pyrimidin-7-amine N1C=C(C2=CC=CC=C12)CCNC=1C2=C(N=C(N1)C1=CN=C(S1)CO[Si](C)(C)C(C)(C)C)SC=N2